C(C1=CC=CC=C1)OC(=O)N[C@H](C(=O)N(C)[C@H]([C@@H](CC(=O)O)OC)[C@H](CC)C)C(C)C (3R,4S,5S)-4-((S)-2-(((benzyloxy)carbonyl)amino)-N,3-dimethylbutyramido)-3-methoxy-5-methylheptanoic acid